2-(4-(2-(2,5-dimethylpyridin-4-yl)-3-isopropyl-1H-indol-5-yl)piperidin-1-yl)acetamide CC1=NC=C(C(=C1)C=1NC2=CC=C(C=C2C1C(C)C)C1CCN(CC1)CC(=O)N)C